C(C=C)(=O)NC=1C(=CC(=C(C1)NC1=NC=C(C(=N1)C1=CN(C2=CC=CC=C12)C)C(=O)N(C)C)OC)N1C[C@@H]2CN(C[C@@H]2C1)C 2-((5-Acrylamido-2-methoxy-4-((3aR,6aS)-5-methylhexahydropyrrolo[3,4-c]pyrrol-2(1H)-yl)phenyl)amino)-N,N-dimethyl-4-(1-methyl-1H-indol-3-yl)pyrimidine-5-carboxamide